FC(C(OC(C(C(F)(F)F)(F)F)(F)F)(C(F)(F)F)F)(F)F perfluoro(2-methyl-3-oxahexyl) fluoride